The molecule is a cyclopropanecarboxylate ester. It has a role as a pyrethroid ester insecticide and an agrochemical. It derives from a chrysanthemic acid. CC(=CC1C(C1(C)C)C(=O)OC(C#N)C2=CC(=CC=C2)OC3=CC=CC=C3)C